BrC1=CC(=CC=2N(C(N(C21)C)=O)COCC[Si](C)(C)C)Cl 4-bromo-6-chloro-3-methyl-1-(2-trimethylsilylethoxymethyl)benzimidazol-2-one